6-(2-hydroxy-2-methyl-propoxy)-4-(6-piperazin-1-yl-3-pyridyl)pyrazolo[1,5-a]pyridine-3-carbonitrile hydrochloride Cl.OC(COC=1C=C(C=2N(C1)N=CC2C#N)C=2C=NC(=CC2)N2CCNCC2)(C)C